O1C(=NC=C1)C(=O)C1=CC2=CC=CC=C2C=C1 oxazol-2-yl-(naphthalen-2-yl)methanone